9-(4-hydroxy-2,8-dimethylquinolin-7-yl)-6,7-dimethoxynaphtho[2,3]furan OC1=CC(=NC2=C(C(=CC=C12)C1=C2C=C(C(=CC2=CC=2C=COC21)OC)OC)C)C